[SiH3]N[SiH2]N[SiH2]N[SiH3] tetrasilazane